N-(4-chloropyridin-2-yl)-2-(3,3-difluoropyrrolidin-1-yl)-6-(piperidin-4-yl)pyrimidin-4-amine ClC1=CC(=NC=C1)NC1=NC(=NC(=C1)C1CCNCC1)N1CC(CC1)(F)F